C(=O)(OC(C)(C)C)N[C@@H](CC(=O)O)CC1=CC2=CC=CC=C2C=C1 (R)-3-(Boc-amino)-4-(2-naphthyl)butyric acid